OC(=O)C(F)(F)F.CN(S(=O)(=O)C1=CC=C(C=C1)S(=O)(=O)NC1=C(C(=NO1)C)C=1CCNCC1)C N1,N1-dimethyl-N4-(3-methyl-4-(1,2,3,6-tetrahydropyridin-4-yl)isoxazol-5-yl)benzene-1,4-disulfonamide TFA salt